2-(5-(4-((2-Chloro-5-(1-(difluoromethyl)-1H-pyrazol-3-yl)pyridin-4-yl)amino)butoxy)-1-methyl-1H-pyrazol-4-yl)pyrimidin-4-amine ClC1=NC=C(C(=C1)NCCCCOC1=C(C=NN1C)C1=NC=CC(=N1)N)C1=NN(C=C1)C(F)F